(2S)-2-[[(9H-Fluoren-9-ylmethoxy)carbonyl]amino]-4-pentynoic acid C1=CC=CC=2C3=CC=CC=C3C(C12)COC(=O)N[C@H](C(=O)O)CC#C